N-[(3R)-7-fluoro-1,1,3-trimethylindan-4-yl]acetamide FC=1C=CC(=C2[C@@H](CC(C12)(C)C)C)NC(C)=O